Methyl (2S,3S)-2-{(3R)-3-[(tert-butoxycarbonyl)amino]-2-oxopyrrolidin-1-yl}-3-methylpentanoate C(C)(C)(C)OC(=O)N[C@H]1C(N(CC1)[C@H](C(=O)OC)[C@H](CC)C)=O